N=1C=CN2C1C(=CC=C2)NC([O-])=O imidazo[1,2-a]pyridin-8-ylcarbamate